3H-imidazolo[4,5-b]pyridine-5-carboxylate N1=CNC2=NC(=CC=C21)C(=O)[O-]